(8R)-8-phenyl-N-[(3S)-6-fluoro-8-methyl-4-oxo-3,5-dihydro-2H-1,5-benzoxazepin-3-yl]-6,8-dihydro-5H-[1,2,4]triazolo[5,1-c][1,4]oxazine-2-carboxamide C1(=CC=CC=C1)[C@H]1OCCN2C1=NC(=N2)C(=O)N[C@H]2COC1=C(NC2=O)C(=CC(=C1)C)F